[Pt](Cl)Cl.ClC=1C(=NC=CC1)C1=NC(=CC=C1)C1=NC=CC=C1 chloro(2,2':6',2''-terpyridine) platinum (II) chloride